C(N)(O[C@H]1C(N(C[C@@H](C1)F)C(=O)C=1C=C(C=2N(C1)N=C(C2C)C2=CC=1C(=NC=CC1)N2CC2CC2)F)C(C)(C)C)=O Tert-butyl-((3R,5R)-1-(2-(1-(cyclopropylmethyl)-1H-pyrrolo[2,3-b]pyridin-2-yl)-4-fluoro-3-methylpyrazolo[1,5-a]pyridine-6-carbonyl)-5-fluoropiperidin-3-yl) carbamate